CC(C(=O)OCCC[Si](OC(C)C)(OC(C)C)OC(C)C)=C 3-[tris-(1-methylethoxy)-silyl]-propyl 2-methyl-2-propenoate